CN1N=C2C(NC(C(=C2NC(C(C)C)C2=NC=CC=C2)C2=NC3=C(N2)C=C(C=C3)N3CCN(CC3)C)=O)=C1 2-methyl-7-((2-methyl-1-(pyridin-2-yl)propyl)amino)-6-(6-(4-methylpiperazin-1-yl)-1H-benzo[d]imidazol-2-yl)-2H-pyrazolo[4,3-b]pyridin-5(4H)-one